N-(1-(1-(piperidin-4-yl)ethyl)-1H-pyrazol-4-yl)-5-(pyrazin-2-yl)-1,3,4-thiadiazole-2-carboxamide N1CCC(CC1)C(C)N1N=CC(=C1)NC(=O)C=1SC(=NN1)C1=NC=CN=C1